NC(C1=CC2=C(NC(=N2)[C@@H](NC(=O)C2=CC=NN2C)C2CCC(CC2)(F)F)C=C1)C1CCC1 N-((1S)-(5-(amino(cyclobutyl)methyl)-1H-benzo[d]imidazol-2-yl)(4,4-difluorocyclohexyl)methyl)-1-methyl-1H-pyrazole-5-carboxamide